COC1=CC=C(CN(C2=NC(=NC=3N2N=CC3C=3SC=CN3)N3CCN(CC3)C)CC3=NC2=C(N3COCC[Si](C)(C)C)C(=CC=C2)OC)C=C1 N-(4-methoxybenzyl)-N-[(7-methoxy-1-{[2-(trimethylsilyl)ethoxy]methyl}-1H-benzimidazol-2-yl)methyl]-2-(4-methylpiperazin-1-yl)-8-(1,3-thiazol-2-yl)pyrazolo[1,5-a][1,3,5]triazin-4-amine